N(=NC(C(=O)NCCC(C=C)=O)(C)C)C(C(=O)NCCC(C=C)=O)(C)C 2,2'-Azobis[2-methyl-N-(2-acryloylethyl)propionamide]